Hydroxy{2-oxo-2-[4-(trifluoromethoxy)phenyl]ethyl}malonic acid diethyl ester C(C)OC(C(C(=O)OCC)(CC(C1=CC=C(C=C1)OC(F)(F)F)=O)O)=O